C1(CC1)C1=CC=C(C=N1)C(=O)N(C1=C(C=C(C=C1)F)S(=O)(=O)C)CC=1C=C(C=2C3=C(C(=NC2C1)NCC1=C(C=C(C=C1)OC)OC)C=NN3C)F 6-cyclopropyl-N-[(4-{[(2,4-dimethoxyphenyl)methyl]amino}-9-fluoro-1-methyl-1H-pyrazolo[4,3-c]quinolin-7-yl)methyl]-N-(4-fluoro-2-methanesulfonylphenyl)pyridine-3-carboxamide